C(CCC)C1=C(C=CC=C1)CCC=O 3-(2-n-butylphenyl)propanal